2,6-dimethyl-4-benzyloxyphenol CC1=C(C(=CC(=C1)OCC1=CC=CC=C1)C)O